C(#CCOCCOCCOCCOCC#CC1=C2CN(C(C2=CC=C1)=O)C1C(N(C(CC1)=O)C(=O)OC(C)(C)C)=O)C1=C2CN(C(C2=CC=C1)=O)C1C(N(C(CC1)=O)C(=O)OC(C)(C)C)=O Di-tert-butyl 3,3'-((4,7,10,13-tetraoxahexadeca-1,15-diyne-1,16-diyl)bis(1-oxoisoindoline-4,2-diyl))bis(2,6-dioxopiperidine-1-carboxylate)